(9C1)acetic acid [9C](C)(=O)O